NCC1CCCC2=C1N=C(S2)N 4-(aminomethyl)-4,5,6,7-tetrahydrobenzo[d]thiazol-2-amine